(2R,4S)-9-[1-[(2S)-2-amino-2-(1H-imidazol-4-yl)acetyl]azetidin-3-yl]oxy-5,5-dihydroxy-6-oxa-5-boranuidatricyclo[5.4.0.02,4]undeca-1(11),7,9-triene-8-carboxylic acid N[C@H](C(=O)N1CC(C1)OC=1C(=C2O[B-]([C@H]3C[C@H]3C2=CC1)(O)O)C(=O)O)C=1N=CNC1